BrC1=CC2=C(CN3[C@@H](CO2)CN(CC3)C(=O)OC(C)(C)C)C=C1Cl Tert-butyl (12aR)-9-bromo-8-chloro-3,4,12,12a-tetrahydro-6H-pyrazino[2,1-c][1,4]benzoxazepine-2(1H)-carboxylate